NC=1C=CC(=NC1)OCCOCCOCCOCCOCCC(=O)OC(C)(C)C tert-butyl 1-((5-aminopyridin-2-yl)oxy)-3,6,9,12-tetraoxapentadecan-15-oate